ClC1=CC=C2C(=CCN(C2=C1)C1=CC=CC=C1)O 7-Chloro-4-hydroxy-1-phenylquinoline